3-chloro-7-(5-chloropyrimidin-2-yl)oxy-6-methyl-1-(4,4,4-trifluorobutyl)indazole ClC1=NN(C2=C(C(=CC=C12)C)OC1=NC=C(C=N1)Cl)CCCC(F)(F)F